C1(CC1)C1=NN(C(=C1C(F)(F)F)C(=O)O)CC1C(C12CCC2)(F)F 3-cyclopropyl-1-({2,2-difluorospiro[2.3]hexan-1-yl}methyl)-4-(trifluoromethyl)-1H-pyrazole-5-carboxylic acid